4-(1-Methylpiperidin-4-yl)-N-phenethyl-6-(trifluoromethyl)-1H-benzo[d]imidazole-1-carboxamide CN1CCC(CC1)C1=CC(=CC=2N(C=NC21)C(=O)NCCC2=CC=CC=C2)C(F)(F)F